C(C)(=O)C=1C2=CN(N=C2C=CC1)C 4-Acetyl-2-methyl-2H-indazole